BrC=1C(=C(C=CC1)C1=CC=C(C(=N1)OC)C(C)O)Cl 1-(6-(3-bromo-2-chlorophenyl)-2-methoxypyridin-3-yl)ethan-1-ol